ClC=1C=C(C=CC1F)[C@@H]1CN2[C@H](CO1)CN(CC2)C(=O)C=2C(=C(C=CC2)C2=CC(NC=C2)=O)Cl 4-[3-[(3R,9aS)-3-(3-chloro-4-fluoro-phenyl)-3,4,6,7,9,9a-hexahydro-1H-pyrazino[2,1-c][1,4]oxazine-8-carbonyl]-2-chloro-phenyl]-1H-pyridin-2-one